N1=CN=C(C2=C1NC=C2)N2CCC(CC2)CN2N=C(C=CC2=O)N2N=CN=C2 2-[[1-(7H-pyrrolo[2,3-d]pyrimidin-4-yl)piperidin-4-yl]methyl]-6-(1,2,4-triazol-1-yl)pyridazin-3-one